CC1CN(CC2=C1C1=C(N=CN=C1NC1=CC(=C(C=C1)OC=1C=NC(=CC1)C)C)S2)C(C=C)=O 1-(5-Methyl-4-((3-methyl-4-((6-methylpyridin-3-yl)oxy)phenyl)amino)-5,6-dihydropyrido[4',3':4,5]thieno[2,3-d]pyrimidin-7(8H)-yl)prop-2-en-1-one